Fluoramin NF